CC=1SC(=C(N1)C)C=1C=CC(N(N1)CC1CCN(CC1)C1=NC(=NC=C1)C(C)C)=O 6-(2,4-dimethyl-1,3-thiazol-5-yl)-2-[[1-(2-propan-2-ylpyrimidin-4-yl)piperidin-4-yl]methyl]pyridazin-3-one